CC1=C(C=CC=C1Cl)NC(C1=CC=C(C=C1)O[C@H](C(=O)NC1=C(C=C(C=C1)Cl)F)C)=O (S)-N-(2-methyl-3-chlorophenyl)-4-((1-((2-fluoro-4-chlorophenyl)amino)-1-oxopropan-2-yl)oxy)benzamide